tert-Butyl 2-Formyl-10H-phenothiazine-10-carboxylate C(=O)C1=CC=2N(C3=CC=CC=C3SC2C=C1)C(=O)OC(C)(C)C